2-Amino-2-hydroxypyridine NC1(NC=CC=C1)O